ClC1=C(C=C2CN(C(C2=C1)=O)C)C(F)(F)F 6-chloro-2-methyl-5-(trifluoromethyl)isoindolin-1-one